BrC=1N=C(N(C1)C)C 4-bromo-1,2-dimethyl-1H-imidazole